1-(4-fluoro-1-((2-(trimethylsilyl)ethoxy)methyl)-1H-benzo[d]imidazol-5-yl)-2-methoxyethanamine FC1=C(C=CC=2N(C=NC21)COCC[Si](C)(C)C)C(COC)N